CCCCCC/C=C\CCCCCCCC=O 9Z-hexadecenal